C[C@@]12OC3=CC(=CC(=C3[C@@H](C(CC1)(C(=C)C)C)C2)O)CCCCC (1R,9R)-9,12-Dimethyl-5-pentyl-12-prop-1-en-2-yl-8-oxatricyclo[7.3.1.02,7]trideca-2,4,6-trien-3-ol